4-(4-((1R,5S)-3-oxa-7,9-diazabicyclo[3.3.1]nonan-9-yl)-6,8-difluoro-2-(((2R,7aS)-2-fluorotetrahydro-1H-pyrrolizin-7a(5H)-yl)methoxy)quinazolin-7-yl)-5-ethyl-6-fluoronaphthalen-2-ol [C@H]12COC[C@H](CNC1)N2C2=NC(=NC1=C(C(=C(C=C21)F)C2=CC(=CC1=CC=C(C(=C21)CC)F)O)F)OC[C@]21CCCN1C[C@@H](C2)F